rac-2-(5-acetamido-3-chloropyrazin-2-yl)-2-oxoethyl (8R)-2-(3-chloro-2-fluoro-6-(1H-tetrazol-1-yl)phenyl)-8-methyl-4-oxo-4,6,7,8-tetrahydropyrrolo[1,2-a]pyrimidine-6-carboxylate ClC=1C(=C(C(=CC1)N1N=NN=C1)C=1N=C2N(C(C1)=O)[C@H](C[C@H]2C)C(=O)OCC(=O)C2=NC=C(N=C2Cl)NC(C)=O)F |&1:19|